4-[acetyl(methyl)amino]-N-(2,3-dihydro-1,4-benzoxazin-4-yl)-8-(2,3,5-trifluorophenyl)quinoline C(C)(=O)N(C1=CCN(C2=C(C=CC=C12)C1=C(C(=CC(=C1)F)F)F)N1CCOC2=C1C=CC=C2)C